tert-butyl N-(3-aminophenyl)-N-methyl-carbamate NC=1C=C(C=CC1)N(C(OC(C)(C)C)=O)C